5-(3-(4-chlorophenyl)bicyclo[1.1.1]pentan-1-yl)-1,3,4-thiadiazol-2-amine ClC1=CC=C(C=C1)C12CC(C1)(C2)C2=NN=C(S2)N